3-[(2,3-dichlorophenyl)amino]-2-[2-methoxypyrido[3,2-d]pyrimidin-8-yl]-1H,5H,6H,7H-pyrrolo[3,2-c]pyridin-4-one ClC1=C(C=CC=C1Cl)NC1=C(NC2=C1C(NCC2)=O)C2=CC=NC1=C2N=C(N=C1)OC